CC1=C2C(=NC(=C1)C=C)C=C(O2)C=2C(=C(C=CC2)C2=CC=CC=C2)C 7-methyl-2-(2-methylbiphenyl-3-yl)-5-vinylfuro[3,2-b]pyridine